1,N3,N5-tris(2-ethylhexyl)benzene-1,3,5-tricarboxamide C(C)C(CC1(CC(=CC(=C1)C(=O)NCC(CCCC)CC)C(=O)NCC(CCCC)CC)C(=O)N)CCCC